dimethyl 2-((4R,5S)-5-hydroxy-4-(hydroxymethyl)-1,3-dioxan-2-yl)malonate O[C@@H]1[C@H](OC(OC1)C(C(=O)OC)C(=O)OC)CO